ClC1=CC=C(C=C1)C(C1=C(SC(=C1C)C)C=1C(=CC(=NC1)OC)/C=C/C(=O)OCC)O (E)-ethyl 3-(5-(3-((4-chlorophenyl)(hydroxy)methyl)-4,5-dimethylthiophen-2-yl)-2-methoxypyridin-4-yl)acrylate